(R)-2-((3,4-bis(benzyloxy)phenoxy)methyl)oxirane C(C1=CC=CC=C1)OC=1C=C(OC[C@@H]2OC2)C=CC1OCC1=CC=CC=C1